(6-oxospiro[3.3]heptane-2-yl)carbamic acid tert-butyl ester C(C)(C)(C)OC(NC1CC2(C1)CC(C2)=O)=O